C(C)(C)N(C(C)C)P(CC(=O)OC(CC#N)(C)C)N(C(C)C)C(C)C 1-cyano-2-methylpropan-2-yl 2-(bis(diisopropylamino)phosphaneyl)acetate